IC1=NN(C2=NC=NC(=C21)N)[C@@H]2CNCC2 (S)-3-iodo-1-(pyrrolidin-3-yl)-1H-pyrazolo[3,4-d]Pyrimidine-4-amine